6-fluoro-1-ethyl-7-piperazine-1-yl-2,3-dihydro-[1,8]naphthyridin-4(1H)-one FC=1C=C2C(CCN(C2=NC1N1CCNCC1)CC)=O